3-((5-((3S,4S)-4-amino-3-methyl-2-oxa-8-azaspiro[4.5]dec-8-yl)-6-(hydroxy-methyl)pyrazin-2-yl)thio)-2-chloro-6,7,8,9-tetrahydro-5H-pyrido[3,2-b]indol-6-ol N[C@@H]1[C@@H](OCC12CCN(CC2)C=2N=CC(=NC2CO)SC2=CC=1NC=3C(CCCC3C1N=C2Cl)O)C